5-(1-(2,2-difluoroethyl)-1H-benzo[d][1,2,3]triazol-6-yl)-N-((3R,4S)-3-fluoro-1-(oxetan-3-yl)piperidin-4-yl)-4-(methoxy-d3)pyrrolo[2,1-f][1,2,4]triazin-2-amine FC(CN1N=NC2=C1C=C(C=C2)C=2C=CN1N=C(N=C(C12)OC([2H])([2H])[2H])N[C@@H]1[C@@H](CN(CC1)C1COC1)F)F